C(CCC)[Si](C=1OC=CN1)(CCCC)CCCC 2-(tributylsilyl)oxazole